1-(2-(difluoromethyl)-3-(m-toluenesulfonyl)phenyl)piperazine FC(C1=C(C=CC=C1S(=O)(=O)C=1C=C(C)C=CC1)N1CCNCC1)F